nickel bistriphenylphosphine C1(=CC=CC=C1)P(C1=CC=CC=C1)C1=CC=CC=C1.C1(=CC=CC=C1)P(C1=CC=CC=C1)C1=CC=CC=C1.[Ni]